O1C[C@H](CCC1)NC(=O)C=1N=C2N(C=CC=C2C2=C(C=CC=C2)OCC(F)(F)F)C1 (S)-N-(tetrahydro-2H-pyran-3-yl)-8-(2-(2,2,2-trifluoroethoxy)phenyl)imidazo[1,2-a]pyridine-2-carboxamide